C([C@@H]1[C@H]([C@H](C(O1)NC(=O)CN)O)O)OP(=O)(O)O The molecule is a ribose monophosphate and a N-glycosyl compound. It has a role as an Escherichia coli metabolite and a mouse metabolite. It is a conjugate acid of a N(1)-(5-phospho-D-ribosyl)glycinamide(1-).